NC=1CC(=CC2=C(N1)C=C(C=C2)C(=O)NC=2C=NC=1CCN(CC1C2)C(=O)OCC2=CC=C(C=C2)NC([C@H](CCCNC(=O)N)NC([C@H](C(C)C)N)=O)=O)C(N(CCC)CCC)=O 4-((S)-2-((S)-2-amino-3-methylbutanamido)-5-ureidopentanamido)benzyl 3-(2-amino-4-(dipropylcarbamoyl)-3H-benzo[b]azepine-8-carboxamido)-7,8-dihydro-1,6-naphthyridine-6(5H)-carboxylate